C(C)C=1C=CC(=NC1)CCOC=1C=C(C=C2CCN(C(C12)=O)CC1=CC(=CC(=C1)NCC(=CC(C)C)C#N)C(F)(F)F)OC 8-[2-(5-Ethylpyridin-2-yl)ethoxy]-6-methoxy-2-[3-trifluoromethyl-5-(4-methyl-2-cyano-2-pentenylamino)-benzyl]-3,4-dihydroisoquinolin-1(2H)-one